N-(3-fluorophenyl)-5-methoxy-1H-benzimidazole-2-carboxamide FC=1C=C(C=CC1)NC(=O)C1=NC2=C(N1)C=CC(=C2)OC